BrC1=C(C=CC2OCCC2)C=CC=C1 2-(2-bromostyryl)tetrahydrofuran